2-[(2E)-2-(aminomethyl)-3-fluoroprop-2-en-1-yl]-4-[3'-fluoro-4'-(morpholin-4-yl)biphenyl-3-yl]-2,4-dihydro-3H-1,2,4-triazol-3-one hydrochloride Cl.NC/C(/CN1N=CN(C1=O)C=1C=C(C=CC1)C1=CC(=C(C=C1)N1CCOCC1)F)=C\F